1,3,5-tri(trifluoromethanesulfonyl)benzene FC(S(=O)(=O)C1=CC(=CC(=C1)S(=O)(=O)C(F)(F)F)S(=O)(=O)C(F)(F)F)(F)F